C(=O)C=1C=C(C#N)C=CC1O 3-formyl-4-hydroxy-benzonitrile